N-(2-(4-methoxypiperidin-1-yl)ethyl)-6-methyl-5-((1-methyl-6-((1-methyl-1H-pyrazol-4-yl)amino)-1H-pyrazolo[3,4-d]pyrimidin-3-yl)amino)-nicotinamide COC1CCN(CC1)CCNC(C1=CN=C(C(=C1)NC1=NN(C2=NC(=NC=C21)NC=2C=NN(C2)C)C)C)=O